ClC=1C=CC=C(C1)CC(C(=O)NC1=CC=C(C(=O)O)C=C1)N1N=C(C(=C(C1=O)C(CF)=O)C1=CC=CC=C1)OC 4-(5-chloro-2-(2-fluoroacetyl-(phenyl)-3-methoxy-6-oxopyridazin-1(6H)-yl)-3-phenylpropionamido)benzoic acid